2-(3,5-Dichloro-4-((5-isopropyl-6-oxo-1,6-dihydropyridin-3-yl)oxy)phenyl)-3,5-dioxo-2,3,4,5-tetrahydro-1,2,4-triazine-6-carbonitrile ClC=1C=C(C=C(C1OC1=CNC(C(=C1)C(C)C)=O)Cl)N1N=C(C(NC1=O)=O)C#N